FC(C1=NOC(=C1)C(=O)NC=1C(=NC=CC1C1=C(C=CC(=C1)F)F)[C@@H]1OCC(CC1)(F)F)F |r| rac-3-(difluoromethyl)-N-(4-(2,5-difluorophenyl)-2-(5,5-difluorotetrahydro-2H-pyran-2-yl)pyridin-3-yl)isoxazole-5-carboxamide